ClCC1=CC(=C2CN(C(C2=C1)=O)C1=NC(=CC(=C1)C1=C(C=CC=C1)C1=NN=CN1C)NCC)C(F)(F)F 6-(Chloromethyl)-2-(6-(ethylamino)-4-(2-(4-methyl-4H-1,2,4-triazol-3-yl)phenyl)pyridin-2-yl)-4-(trifluoromethyl)isoindolin-1-one